1-(5Z,8Z,11Z,14Z,17Z-eicosapentaenoyl)-2-(5Z,8Z,11Z,14Z-eicosatetraenoyl)-glycero-3-phosphoserine CCCCC/C=C\C/C=C\C/C=C\C/C=C\CCCC(=O)O[C@H](COC(=O)CCC/C=C\C/C=C\C/C=C\C/C=C\C/C=C\CC)COP(=O)(O)OC[C@@H](C(=O)O)N